C(C1=CC(OC)=C(O)C=C1)(=O)O vanilloic acid